CN1C(N(C2=NC(=NC=C12)NC=1C=C2C=CC=NC2=CC1C)[C@@H]1CN(CC1)C(=O)OC(C)(C)C)=O tert-butyl (3S)-3-[7-methyl-2-[(7-methyl-6-quinolyl)amino]-8-oxo-purin-9-yl]pyrrolidine-1-carboxylate